5-(difluoromethoxy)-7-methyl-1H-indole-4-carbaldehyde FC(OC1=C(C=2C=CNC2C(=C1)C)C=O)F